2,5-Dimethyl-6-thiapentalen CC=1C=C2SC(C=C2C1)C